N-[2-[1-[3-[4-[4-[(2,6-dioxo-3-piperidyl)amino]phenyl]-1-piperidyl]-3-oxo-propyl]-4-piperidyl]-7-isopropoxy-imidazo[1,2-a]pyridin-6-yl]-6-(trifluoromethyl)pyridine-2-carboxamide O=C1NC(CCC1NC1=CC=C(C=C1)C1CCN(CC1)C(CCN1CCC(CC1)C=1N=C2N(C=C(C(=C2)OC(C)C)NC(=O)C2=NC(=CC=C2)C(F)(F)F)C1)=O)=O